(hydroxymethyl)thiazole-2-sulfonamide OCC=1N=C(SC1)S(=O)(=O)N